C1(=CC=CC2=CC=CC=C12)C1=CC=C(C=C1)N(C1=CC=CC=2C3=CC=CC=C3C3(C12)C1=CC=CC=C1C=1C=CC=CC13)C1=CC=C(C=C1)C=1C=CC=C3C2=CC=CC=C2OC13 N-[4-(naphthalen-1-yl)phenyl]-N-(4-{8-oxatricyclo[7.4.0.02,7]trideca-1(13),2,4,6,9,11-hexaen-6-yl}phenyl)-9,9'-spirobi[fluoren]-1-amin